((2'-(5-(2-methoxyethoxy)isoindolin-2-yl)-[2,4'-bipyrimidin]-4-yl)ethynyl)-1H-indazole COCCOC=1C=C2CN(CC2=CC1)C1=NC=CC(=N1)C1=NC=CC(=N1)C#CN1N=CC2=CC=CC=C12